2-Bromo-5-chloro-6-(1-(1-ethoxyethyl)-1H-pyrazol-4-yl)-[1,2,4]triazolo[1,5-a]pyrazine BrC1=NN2C(C=NC(=C2Cl)C=2C=NN(C2)C(C)OCC)=N1